2-((4-((2-(dimethylamino)ethyl)(methyl)amino)-2-methoxyphenyl)amino)-5-ethynyl-8-methylpyrido[2,3-d]pyrimidin-7(8H)-one CN(CCN(C1=CC(=C(C=C1)NC=1N=CC2=C(N1)N(C(C=C2C#C)=O)C)OC)C)C